(2R,4R)-6-chloro-N-{3-[3-(4-chlorophenyl)-2-oxoimidazolidin-1-yl]bicyclo[1.1.1]pentan-1-yl}-4-hydroxy-3,4-dihydro-2H-1-benzopyran-2-carboxamide ClC=1C=CC2=C([C@@H](C[C@@H](O2)C(=O)NC23CC(C2)(C3)N3C(N(CC3)C3=CC=C(C=C3)Cl)=O)O)C1